[2H][C@@]1([C@H](O)[C@H](O)[C@@H](CI)O1)N1C(=O)NC(=O)C=C1 5'-deoxy-1'-deutero-5'-iodo-uridine